2-(2,6-diethylphenyl)-3-(6,7-difluoro-1H-indol-4-yl)-4,5,6,7-tetrahydropyrazolo[4,3-c]Pyridine hydrochloride Cl.C(C)C1=C(C(=CC=C1)CC)N1N=C2C(CNCC2)=C1C1=C2C=CNC2=C(C(=C1)F)F